7-Tricosenoic acid C(CCCCCC=CCCCCCCCCCCCCCCC)(=O)O